(2-chloropyrimidine-4-yl)-2,3-dimethyl-2H-indazol-6-amine ClC1=NC=CC(=N1)C=1C2=C(N(N=C2C=C(C1)N)C)C